The molecule is an organic heteroheptacyclic compound isolated from the fermentation culture broth of Actinoplanes sp. It is a broad-spectrum antifungal agent. It has a role as a metabolite and an antifungal agent. It is a member of phenols, an organochlorine compound, a secondary alcohol, a cyclic acetal, an ether, an organic heteroheptacyclic compound, a lactam and a member of hydrazines. CCC(C)C1=CC2=C(C(=C3C(=C2Cl)C[C@@H]4C5=C3C(=C6C(=O)[C@H]7[C@H](C=C[C@H]([C@H]7OC6=C5OCO4)OC)O)O)O)C(=O)N1N